C(C=O)(C)(CC)O[C@H]1[C@H](O)O[C@@H]([C@@H]([C@@H]1OC(C=O)(C)CC)OC(C=O)(C)CC)COC(C=O)(C)CC 2,3,4,6-tetra-O-tertiary pentanoyl-beta-D-galactopyranose